FC1(COC1)C1=CC(=NO1)C(=O)OCC Ethyl 5-(3-fluorooxetan-3-yl)isoxazole-3-carboxylate